ClC=1C=C(C=CC1)S(=O)(=O)N[C@@H](CO)C1=NC(=NO1)C1=CC=C(C=C1)OC(F)(F)F (S)-3-chloro-N-(2-hydroxy-1-[3-{4-(trifluoromethoxy)phenyl}-1,2,4-oxadiazol-5-yl]ethyl)benzenesulfonamide